C(C1=CC=CC=C1)N(C(CN1C(C2=CC(=CC=C2C1)Br)=O)=O)C N-benzyl-2-(6-bromo-1-oxo-2,3-dihydro-1H-isoindol-2-yl)-N-methylacetamide